(((benzyloxy)carbonyl)amino)-4-(((R)-2-methoxypropyl)(4-(5,6,7,8-tetrahydro-1,8-naphthyridin-2-yl)butyl)amino)butanoate C(C1=CC=CC=C1)OC(=O)NC(C(=O)[O-])CCN(CCCCC1=NC=2NCCCC2C=C1)C[C@@H](C)OC